ClC=1C=C2C(=CNC2=CC1)CCCNS(=O)(=O)C1=CC=C(C=C1)OCCCN1CC(NCC1)C N-(3-(5-chloro-1H-indol-3-yl)propyl)-4-(3-(3-methylpiperazin-1-yl)propoxy)benzenesulfonamide